B([O-])([O-])[O-].[Li+].[Li+].[Li+] lithium orthoborate salt